CC([C@H](C(=O)O)OCC1=CC=C(C=C1)C(F)(F)F)C (R)-3-methyl-2-((4-(trifluoromethyl)benzyl)oxy)butanoic acid